1-((1-(4-fluorobenzoyl)-3-(((6-methoxynaphthalen-2-yl)oxy)methyl)azetidine-3-carbonyl)oxy)ethyl 1-benzyl-1,4-dihydropyridine-3-carboxylate C(C1=CC=CC=C1)N1C=C(CC=C1)C(=O)OC(C)OC(=O)C1(CN(C1)C(C1=CC=C(C=C1)F)=O)COC1=CC2=CC=C(C=C2C=C1)OC